FC=1C=C(C=CC1N(C(CC)=O)C)C=1C=CC(=NC1)C(=O)NCC=1C=NC=CC1 5-(3-fluoro-4-(N-methylpropionamido)phenyl)-N-(pyridin-3-ylmethyl)picolinamide